o-chloromandelic acid methyl ester COC(C(O)C1=C(C=CC=C1)Cl)=O